NCC=1C=C(OCC(=O)O)C=CC1 2-(3-(aminomethyl)phenoxy)acetic acid